(8R,9aS)-8-(2,3-dichloro-6-hydroxyphenyl)-5-oxo-hexahydro-1H-pyrrolo[1,2-a][1,4]diazepine-2-carboxamide ClC1=C(C(=CC=C1Cl)O)[C@H]1C[C@@H]2N(C(CCN(C2)C(=O)N)=O)C1